3-(3-((2,2-dioxido-1,3-dihydrobenzo[c]thiophen-5-yl)amino)-1H-pyrazol-5-yl)cyclopentyl isopropylcarbamate C(C)(C)NC(OC1CC(CC1)C1=CC(=NN1)NC1=CC2=C(CS(C2)(=O)=O)C=C1)=O